tert-Butyl 2-amino-5-[(2,4-dimethylphenyl)carbamoyl]-4-methylthiophene-3-carboxylate NC=1SC(=C(C1C(=O)OC(C)(C)C)C)C(NC1=C(C=C(C=C1)C)C)=O